9,9-dimethoxy-(5Z)-1,5-nonadien-3-yne COC(CC\C=C/C#CC=C)OC